ClC=1C=CC(=C(C1)N1N=C(C=2C=NC(=CC21)C=2C=NN1C2N=CC=C1)CO)OC(F)F (1-(5-chloro-2-(difluoromethoxy)phenyl)-6-(pyrazolo[1,5-a]pyrimidin-3-yl)-1H-pyrazolo[4,3-c]pyridin-3-yl)methanol